2-amino-4-[5-fluoro-1-[3-[(2S)-2-hydroxypropyl]-3,8-diazabicyclo[3.2.1]octan-8-yl]-3-methoxy-7,9-dihydrofuro[3,4-f]quinazolin-6-yl]benzothiophene-3-carbonitrile NC=1SC2=C(C1C#N)C(=CC=C2)C=2C1=C(C=3C(=NC(=NC3C2F)OC)N2C3CN(CC2CC3)C[C@H](C)O)COC1